CO[As](O)(O)=O methyl-arsenic acid